4-bromo-3-(1-methyl-1H-pyrazol-3-yl)aniline BrC1=C(C=C(N)C=C1)C1=NN(C=C1)C